COC=1C(=NC=C(C1)C(F)(F)F)C1(CC1)C(=O)N[C@H]1CN(C[C@H](C1)C)C1=NN=NN1 1-(3-methoxy-5-(trifluoromethyl)pyridin-2-yl)-N-((3R,5S)-5-methyl-1-(1H-tetrazol-5-yl)piperidin-3-yl)cyclopropane-1-carboxamide